C(=O)(O)C=1C(=C(C(=O)NC2=CC=CC=N2)C=C(C1)O)O 6-(3-carboxy-2,5-dihydroxybenzamido)pyridine